(S)-N-(1-(3-(tert-butyl)phenyl)ethyl)-1-(cyclopropylmethyl)-2-methyl-1H-indole-6-carboxamide C(C)(C)(C)C=1C=C(C=CC1)[C@H](C)NC(=O)C1=CC=C2C=C(N(C2=C1)CC1CC1)C